ClC1=C(C=CC=C1)NC(=O)NC1=C(C(=C(C=C1)C)C1=CC2=C(N=C(N=C2)NC)N2C1=NCC2)F 1-(2-chlorophenyl)-3-(2-fluoro-4-methyl-3-(2-(methylamino)-8,9-dihydroimidazo[1',2':1,6]pyrido[2,3-d]pyrimidin-6-yl)phenyl)urea